(E)-4-((4-(4-(1H-1,2,3-triazol-1-yl)butyl)phenoxy)methyl)-2-styryloxazole N1(N=NC=C1)CCCCC1=CC=C(OCC=2N=C(OC2)\C=C\C2=CC=CC=C2)C=C1